ClC=1C(=NC(=NC1)N1CC(NC(C1)C)C)NC=1C=C2C=NNC2=CC1 N-(5-chloro-2-(3,5-dimethylpiperazin-1-yl)pyrimidin-4-yl)-1H-indazol-5-amine